3-fluorophenyl thiol FC=1C=C(C=CC1)S